CN=S(=O)(C)C1=C2C=CN(C2=C(C(=C1OC=1C=CC(=C(C#N)C1)F)F)F)S(=O)(=O)C1=CC=C(C)C=C1 5-((4-(N,S-dimethylsulfonimidoyl)-6,7-difluoro-1-tosyl-1H-indol-5-yl)oxy)-2-fluorobenzonitrile